6-methyltetrahydro-2H-pyran-3-yl 2,2-dimethyl-3,3-diphenyl-4,7,10,13,16-pentaoxa-3-silaoctadecan-18-oate CC(C)([Si](OCCOCCOCCOCCOCC(=O)OC1COC(CC1)C)(C1=CC=CC=C1)C1=CC=CC=C1)C